CN1C(=NC=C1C)C=1CCN(CC1)CC=1C(=C2NC(C=3N(C2=CC1)C=CC3F)=O)F 7-((4-(1,5-dimethyl-1H-imidazol-2-yl)-3,6-dihydropyridin-1(2H)-yl)methyl)-3,6-difluoropyrrolo[1,2-a]quinoxalin-4(5H)-one